2-((3as,4r,6ar)-4-amino-hexahydro-cyclopenta[c]pyrrol-2-yl)-5-(2,3-dichloro-phenyl)-6-methyl-pyrimidine-4-carboxylic acid amide N[C@@H]1CC[C@H]2CN(C[C@H]21)C2=NC(=C(C(=N2)C(=O)N)C2=C(C(=CC=C2)Cl)Cl)C